7-benzyloxy-4-(4-fluorophenyl)-2-oxido-3-tetrahydropyran-4-yl-isoquinolin-2-ium C(C1=CC=CC=C1)OC1=CC=C2C(=C([N+](=CC2=C1)[O-])C1CCOCC1)C1=CC=C(C=C1)F